diethoxy(3-mercaptopropyl)(methyl)silane C(C)O[Si](C)(CCCS)OCC